C(#N)C=1C=CC(=C(C1)NS(=O)(=O)C=1C=C(C(=O)O)C=CC1CC)C=1SC(=CC1)F 3-(N-(5-cyano-2-(5-fluorothiophen-2-yl)phenyl)sulfamoyl)-4-ethylbenzoic Acid